5-chloro-2-(4-{[(3R)-1-ethylpiperidin-3-yl]amino}imidazo[1,5-d][1,2,4]triazin-1-yl)phenol ClC=1C=CC(=C(C1)O)C=1C=2N(C(=NN1)N[C@H]1CN(CCC1)CC)C=NC2